C1(CC1)N1N=CC(=C1)NC(=O)C1=C(OC=2N=CN=C(C21)NC2(CC2)C)C N-(1-cyclopropyl-1H-pyrazol-4-yl)-6-methyl-4-[(1-methylcyclopropyl)amino]furo[2,3-d]pyrimidine-5-carboxamide